C(CCCCCCCCCCCCC)OC1=CC=C(O1)C(=O)OCCCOC1OCCCC1 3-(tetrahydro-2H-pyran-2-yloxy)propyl 5-(tetradecyloxy)furan-2-carboxylate